C(C1=CC=CC=C1)(=O)P(C(=C)C1=CC=CC=C1)C(C1=CC=CC=C1)=O bis(benzoyl)-(1-phenylethen-1-yl)-phosphine